tert-butyl {(3S,5R)-1-[(1R,2R)-2-(2',6'-difluoro[1,1'-biphenyl]-2-yl)cyclopropane-1-carbonyl]-5-fluoropiperidin-3-yl}carbamate FC1=C(C(=CC=C1)F)C1=C(C=CC=C1)[C@H]1[C@@H](C1)C(=O)N1C[C@H](C[C@H](C1)F)NC(OC(C)(C)C)=O